C(CCC)C1CCC(CC1)NC(=O)CC(C(CC(=O)NC1CCC(CC1)CCCC)C(=O)NC1CCC(CC1)CCCC)C(=O)NC1CCC(CC1)CCCC 1,2,3,4-butanetetracarboxylic acid tetrakis(4-n-butylcyclohexylamide)